FC1=C(C(=O)C2CC=CCC2C(=O)[O-])C=CC(=C1)C1=CC(=NN1C1OCCCC1)C 6-{2-fluoro-4-[3-methyl-1-(tetrahydro-2H-pyran-2-yl)-1H-pyrazol-5-yl]benzoyl}cyclohex-3-ene-1-carboxylate